C(CCCC)[Si](OCCCC)(OCCCC)OCCCC n-pentyltri(n-butoxy)silane